C1(=CC=CC=C1)C1=NOC(=N1)CCC(=O)O 3-(3-phenyl-1,2,4-oxadiazol-5-yl)propanoic acid